(R)-N-(2-(4-(5-fluoropyridin-2-yl)-1,9-dioxaspiro[5.5]undecan-4-yl)ethyl)-2,3-dihydro-1H-inden-2-amine nicotinate C(C1=CN=CC=C1)(=O)O.FC=1C=CC(=NC1)[C@@]1(CCOC2(C1)CCOCC2)CCNC2CC1=CC=CC=C1C2